4-(3-(4-(2-(2-aminopyridin-3-yl)-5-phenyl-3H-imidazo[4,5-b]pyridin-3-yl)benzyl)-3,8-diazabicyclo[3.2.1]octane-8-carbonyl)-2-hydroxybenzaldehyde NC1=NC=CC=C1C1=NC=2C(=NC(=CC2)C2=CC=CC=C2)N1C1=CC=C(CN2CC3CCC(C2)N3C(=O)C3=CC(=C(C=O)C=C3)O)C=C1